FC1=C(C(=CC=C1)OC[C@@H]1CNCCC1)C1=CC(=NN1)NC=1N=CC(=NC1)C#N (S)-5-((5-(2-fluoro-6-(piperidin-3-ylmethoxy)phenyl)-1H-pyrazol-3-yl)amino)pyrazine-2-carbonitrile